4-{(1S)-1-[(8-methyl-7-oxo-pyrido[2,3-d]pyrimidin-2-yl)amino]ethyl}benzoic acid methyl ester COC(C1=CC=C(C=C1)[C@H](C)NC=1N=CC2=C(N1)N(C(C=C2)=O)C)=O